C1(CCCCC1)C1=NOC(=C1C1=CC2(C1)CCN(CC2)C=2C=C1C(=CC=NC1=CC2)OCC)C2CC2 6-(2-(3-Cyclohexyl-5-cyclopropylisoxazol-4-yl)-7-azaspiro[3.5]non-1-en-7-yl)-4-ethoxychinolin